Dicyclohexyl-2-oxocyclohexylsulfonium trifluoromethanesulfonate FC(S(=O)(=O)[O-])(F)F.C1(CCCCC1)[S+](C1C(CCCC1)=O)C1CCCCC1